NC1=C(SC2=NC(=CC(=C21)C)C)C(=O)NC2CC=1C=CC(=NC1CC2)N2CC1C(C2)C(CN1)(F)F 3-amino-N-(2-{3,3-difluoro-octahydropyrrolo[2,3-c]pyrrol-5-yl}-5,6,7,8-tetrahydroquinolin-6-yl)-4,6-dimethylthieno[2,3-b]pyridine-2-carboxamide